3-(1H-[1,2,3]Triazolo[4,5-b]pyridin-5-yl)-N-((3-phenylisoxazol-5-yl)methyl)benzamide N1N=NC2=NC(=CC=C21)C=2C=C(C(=O)NCC1=CC(=NO1)C1=CC=CC=C1)C=CC2